tert-butyl ((1R,4R,7R)-2-(2-(1-(cyclopropylmethyl)-1H-indol-2-yl)-7-methoxy-1-(((S)-pyrrolidin-3-yl)methyl)-1H-benzo[d]imidazole-5-carbonyl)-2-azabicyclo[2.2.1]heptan-7-yl)carbamate C1(CC1)CN1C(=CC2=CC=CC=C12)C1=NC2=C(N1C[C@@H]1CNCC1)C(=CC(=C2)C(=O)N2[C@@H]1CC[C@H](C2)[C@H]1NC(OC(C)(C)C)=O)OC